ClC1=NC(=CC=C1)C1=CC=CC=C1 2-chloro-6-phenyl-pyridine